FC=1C=C(C=CC1)NC(=O)N1CCN(CC1)C1=NC(=CC=C1)NC1=NNC(=C1)C N-(3-fluorophenyl)-4-(6-((5-methyl-1H-pyrazol-3-yl)amino)pyridine-2-yl)piperazine-1-formamide